phenylAzole-4-carboxylic acid ethyl ester C(C)OC(=O)C=1C=C(NC1)C1=CC=CC=C1